FC1(CCC(CC1)(C(C=CC1=CC(=C(C=C1)OC)OC)=O)C(C=CC1=CC(=C(C=C1)OC)OC)=O)F 1,1'-(4,4-difluorocyclohexane-1,1-diyl)bis(3-(3,4-dimethoxyphenyl)prop-2-en-1-one)